2,3-diethyl-5-methyl-pyrazine 2-(4,5-dimethyl-1,3-dioxolan-2-yl)phenyl-methylcarbamate CC1OC(OC1C)C1=C(C=CC=C1)N(C(O)=O)C.C(C)C1=NC=C(N=C1CC)C